3,3'-thiodi(1,2-propanediol) S(CC(CO)O)CC(CO)O